1,1,2,2-tetrafluoro-6-azaspiro[2.5]octane hydrochloride Cl.FC1(C(C12CCNCC2)(F)F)F